C(C)N(CCN1C(C(C(=C1\C=C\1/C(NC2=CC=C(C=C12)F)=O)C)C(N)=O)(C([C@@H](C(=O)O)O)C(=O)O)C)CC.CN1CCN(CC1)C1=CC=CC=C1N 6-(4-methylpiperazine-1-yl)aniline (Z)-N-[2-(diethylamino)ethyl]-5-[(5-fluoro-2-oxo-1,2-dihydro-3H-indol-3-ylidene)methyl]-2,4-dimethyl-3-carbamoyl-1H-pyrroleL-malate